FC(C=1C=NC(=NC1)N1CCN(CC1)CCNC(OCCC=1C=NC(=C(C1)C(F)(F)F)OC)=O)(F)F 2-(6-methoxy-5-(trifluoromethyl)pyridin-3-yl)ethyl (2-(4-(5-(trifluoromethyl)pyrimidin-2-yl)piperazin-1-yl)ethyl)carbamate